NC(C([C@H](C[C@H]1C(N[C@@H](C1)C)=O)NC(=O)C1=C(C=CC(=C1)Cl)NC(OC)=O)=O)=O methyl N-[2-[[(1S)-3-amino-1-[[(3S,5R)-5-methyl-2-oxo-pyrrolidin-3-yl]methyl]-2,3-dioxo-propyl]carbamoyl]-4-chloro-phenyl]carbamate